1,1,1-trifluoro-N-[(trifluoromethyl)sulfonyl]methanesulfonamide FC(S(=O)(=O)NS(=O)(=O)C(F)(F)F)(F)F